C(N)(OCCOC)=N 2-methoxyethyl carbamimidate